(tert-butoxycarbonyl)-L-alaninamide C(C)(C)(C)OC(=O)N[C@@H](C)C(=O)N